BrC=1C=C2C(=NN(C2=CC1)C(=O)OC(C)(C)C)NC1CCCCC1 tert-butyl 5-bromo-3-(cyclohexylamino)-1H-indazole-1-carboxylate